6-(3-methoxy-2-methylphenyl)-2-(pyridin-2-yl)-5,6,7,8-tetrahydro-[1,2,4]triazolo[4,3-a]pyridin-3(2H)-one COC=1C(=C(C=CC1)C1CCC=2N(C1)C(N(N2)C2=NC=CC=C2)=O)C